N4-benzoylcytosine C1=CC=C(C=C1)C(=O)NC2=CC=NC(=O)N2